ethyl 4-(3-bromo-5-fluoro-4-methoxyphenyl)-4-hydroxypiperidine-1-carboxylate BrC=1C=C(C=C(C1OC)F)C1(CCN(CC1)C(=O)OCC)O